NC[C@H](CC(=O)O)C[C@@H](CCOC1=CC(=CC=C1)C(F)(F)F)C (3s,5s)-3-aminomethyl-5-methyl-7-(3-trifluoromethyl-phenoxy)-heptanoic acid